ClC=1C=C(C=C(C1OC1=NNC(C2=CC=CC=C12)=O)Cl)N1C(NC(C(=C1)C#N)=O)=O 1-(3,5-dichloro-4-((4-oxo-3,4-dihydrophthalazin-1-yl)oxy)phenyl)-2,4-dioxo-1,2,3,4-tetrahydropyrimidine-5-carbonitrile